C1(=CC=C(C=C1)C1=CC(=CC=2CNS(OC21)(=O)=O)C)C 8-(4-tolyl)-6-methyl-3,4-dihydrobenzo[e][1,2,3]oxathiazine 2,2-dioxide